C(C)(C)(C)OC(=O)N1CC(N(CC1)C(C1=CC=C(C=C1)F)C1=CC=C(C=C1)F)C=1OC(=NN1)C 4-(Bis(4-fluorophenyl)methyl)-3-(5-methyl-1,3,4-oxadiazol-2-yl)piperazine-1-carboxylic acid tert-butyl ester